butylaminoethyl-methacrylate C(CCC)NCCOC(C(=C)C)=O